1,1-Dimethylethylsulfenamide CC(C)(C)SN